tri(diethylamino)(dihexylamino)phosphonium chloride [Cl-].C(C)N(CC)[P+](N(CCCCCC)CCCCCC)(N(CC)CC)N(CC)CC